C1(CC1)C([C@@H](C(=O)NC1=C(C=C(C=C1)[C@@H](C(N1C(CNCC1)C(F)(F)F)=O)C)F)NC(=O)C1=CC=NN1C(C)C)C1CC1 N-((2S)-1,1-dicyclopropyl-3-((2-fluoro-4-((2S)-1-oxo-1-(2-(trifluoromethyl)piperazin-1-yl)propan-2-yl)phenyl)amino)-3-oxopropan-2-yl)-1-isopropyl-1H-pyrazole-5-carboxamide